FC1=C(C#N)C=C(C=C1)C1=NC(=NC=C1)NC1=CC(=C(C(=C1)OC)OC)OC 2-fluoro-5-(2-(3,4,5-trimethoxyphenyl-amino)pyrimidin-4-yl)benzonitrile